ClC1CCN(CC1)C=1N=C(C2=C(N1)N=CC=C2)N2C(CC2)C=2C(=NC=CC2)C(F)(F)F 2-(4-chloropiperidin-1-yl)-4-(2-(2-(trifluoromethyl)pyridin-3-yl)azetidin-1-yl)pyrido[2,3-d]pyrimidine